(Z)-3-(((4-ethoxyphenyl)imino)(1H-tetrazol-5-yl)methyl)-4-hydroxy-1-methylquinolin-2(1H)-one C(C)OC1=CC=C(C=C1)\N=C(\C=1C(N(C2=CC=CC=C2C1O)C)=O)/C1=NN=NN1